Perfluoro propylene oxide FC1(C(C(F)(F)F)(F)O1)F